3-Ethyl-7-(piperazin-1-ylmethyl)-1,5-naphthyridin-2(1H)-one hydrochloride Cl.C(C)C=1C(NC2=CC(=CN=C2C1)CN1CCNCC1)=O